OC1=C(C(=O)OC)C=CC(=C1)[N+](=O)[O-] methyl 2-hydroxy-4-nitrobenzoate